FC=1C=C(C(=C(C(=O)OC)C1)C(CC=1N(C=CN1)C)=O)[N+](=O)[O-] methyl 5-fluoro-2-(2-(1-methyl-1H-imidazol-2-yl) acetyl)-3-nitrobenzoate